18-Hexacosenoic acid C(CCCCCCCCCCCCCCCCC=CCCCCCCC)(=O)O